COC(=O)/C(=C/[C@H]1C([C@@H]1C(=O)OCC1=C(C(=C(C(=C1C)F)C)F)C)(C)C)/C 3,5-difluoro-2,4,6-trimethylbenzyl (1R)-trans-3-[(E)-(2-methoxycarbonyl-1-propenyl)]-2,2-dimethylcyclopropanecarboxylate